α-hydroxymethyl-benzoin OCC(C(C1=CC=CC=C1)=O)(O)C1=CC=CC=C1